3-((2-(trimethylsilyl)ethoxy)methyl)pyridine piperidine-1-carboxylate N1(CCCCC1)C(=O)O.C[Si](CCOCC=1C=NC=CC1)(C)C